1-cycloheptyl-2-((5-(4-cyclopropyl-1-methyl-1H-1,2,3-triazol-5-yl)Pyridin-2-yl)amino)-2-oxoethyl-carbamic acid tert-butyl ester C(C)(C)(C)OC(NC(C(=O)NC1=NC=C(C=C1)C1=C(N=NN1C)C1CC1)C1CCCCCC1)=O